C(C)(C)(C)OC(=O)N1CCC(CC1)(F)C1=NC2=CC=C(C=C2C(N1)=O)Br 4-(6-bromo-4-oxo-3,4-dihydroquinazolin-2-yl)-4-fluoropiperidine-1-carboxylic acid tert-butyl ester